(1S,5R)-3-(7-cyanopyrazolo[1,5-a]pyridin-4-yl)-5-(trifluoromethyl)-3-azabicyclo[3.1.0]hexane-1-carboxylate C(#N)C1=CC=C(C=2N1N=CC2)N2C[C@@]1(C[C@@]1(C2)C(F)(F)F)C(=O)[O-]